N1N=CC(=C1)C=1C2=C(N=CN1)N(C=C2)COCC[Si](C)(C)C 4-(1H-pyrazol-4-yl)-7-((2-(trimethylsilyl)ethoxy)methyl)-7H-pyrrolo[2,3-d]pyrimidine